5-(7-chloro-1-methyl-2-oxo-1,6-naphthyridin-3-yl)-4-methylpyridine-3-carbonitrile ClC1=NC=C2C=C(C(N(C2=C1)C)=O)C=1C(=C(C=NC1)C#N)C